tert-butyl 4-(2-bromo-5-ethyl-7-oxo-4-(2-oxo-2-((4-(pentafluoro-λ6-sulfaneyl)phenyl)amino)ethyl)-4,7-dihydro-[1,2,4]triazolo[1,5-a]pyrimidin-6-yl)-1,4-diazepane-1-carboxylate BrC1=NN2C(N(C(=C(C2=O)N2CCN(CCC2)C(=O)OC(C)(C)C)CC)CC(NC2=CC=C(C=C2)S(F)(F)(F)(F)F)=O)=N1